2-(4,4-difluoroazepan-1-yl)-N-(2-sulfamoylpyridine-4-yl)quinoline-3-carboxamide FC1(CCN(CCC1)C1=NC2=CC=CC=C2C=C1C(=O)NC1=CC(=NC=C1)S(N)(=O)=O)F